Oxobutanol O=C(CCC)O